N-(2-(4-methanesulfonylbenzyl)benzothiazol-4-yl)-2-oxo-2H-chromene-8-amide CS(=O)(=O)C1=CC=C(CC=2SC3=C(N2)C(=CC=C3)NC(=O)C=3C=CC=C2C=CC(OC32)=O)C=C1